3-(R)-hydroxypyrrolidine O[C@H]1CNCC1